6'-(3-carbamoylphenyl)-2'-(3,4-dichlorobenzyl)-1'-oxo-1',4'-dihydro-2'H-spiro[cyclopentane-1,3'-isoquinoline]-4'-carboxylic acid C(N)(=O)C=1C=C(C=CC1)C=1C=C2C(C3(N(C(C2=CC1)=O)CC1=CC(=C(C=C1)Cl)Cl)CCCC3)C(=O)O